methyl 4-chloro-1-((5-phenylthiophen-2-yl) methyl)-1H-indazole-7-carboxylate ClC1=C2C=NN(C2=C(C=C1)C(=O)OC)CC=1SC(=CC1)C1=CC=CC=C1